CN1N=C(C=C1N)[C@@H]1CN(CC1)CCC(F)(F)F (S)-1-methyl-3-(1-(3,3,3-trifluoropropyl)pyrrolidin-3-yl)-1H-pyrazol-5-amine